C12COCC(CC1)N2C2=C(C=C(C(=C2)OC)C2=NC=C1C=C(C=3N(C1=C2)C=CN3)C3=C(C(=CC(=C3Cl)OC)OC)Cl)NC(C#CC)=O N-(2-(3-oxa-8-azabicyclo[3.2.1]octan-8-yl)-5-(4-(2,6-dichloro-3,5-dimethoxyphenyl)imidazo[1,2-a][1,6]naphthyridin-8-yl)-4-methoxyphenyl)but-2-ynamide